N1=CC(=CC=C1)NC(=O)C1=NC=NC(=C1)C1=CC(=C(C=C1)F)C(F)(F)F 6-(4-Fluoro-3-trifluoromethyl-phenyl)-pyrimidine-4-carboxylic acid pyridin-3-ylamide